C(C)(=S)N1CC(CC1)(C)N1C=C2C(N=C(N=C2)C)=C(C1=O)OC 6-(1-thioacetyl-3-methylpyrrolidin-3-yl)-8-methoxy-2-methylpyrido[4,3-d]pyrimidin-7(6H)-one